C(\C=C\C(=O)[O-])(=O)OC1(CCCCC1)C1CCC(CC1)C (4-methylcyclohexyl)cyclohexyl fumarate